1-(4-(Bis(4-methoxybenzyl)amino)-2-bromo-5-fluorophenyl)ethan-1-one COC1=CC=C(CN(C2=CC(=C(C=C2F)C(C)=O)Br)CC2=CC=C(C=C2)OC)C=C1